(6-chloro-3-hydroxy-2-methylphenyl)-4-methoxy-2-((3-methyl-4-((1-methylpiperidin-4-yl)oxy)phenyl)amino)pyrimidine-5-carboxamide ClC1=CC=C(C(=C1C1=C(C(=NC(=N1)NC1=CC(=C(C=C1)OC1CCN(CC1)C)C)OC)C(=O)N)C)O